C(C)(C)(C)O[C@H]1[C@@H](C[C@H]2N(CCC3=CC(=C(C=C23)OC)OC[C@H]2[C@H](C2)F)C1)O cis-(2R,3R,11bR)-3-(tert-butoxy)-9-((2-fluorocyclopropyl)methoxy)-10-methoxy-1,3,4,6,7,11b-hexahydro-2H-pyrido[2,1-a]isoquinolin-2-ol